(3S,4S)-4-(4-amino-3-(4-phenoxyphenyl)-1H-pyrazolo[3,4-d]pyrimidin-1-yl)-3-fluoro-[1,4'-bipiperidine]-1'-carboxylic acid tert-butyl ester C(C)(C)(C)OC(=O)N1CCC(CC1)N1C[C@@H]([C@H](CC1)N1N=C(C=2C1=NC=NC2N)C2=CC=C(C=C2)OC2=CC=CC=C2)F